3-cyclopropoxy-1-((2-(trimethylsilyl)ethoxy)methyl)-1H-pyrazol-4-amine C1(CC1)OC1=NN(C=C1N)COCC[Si](C)(C)C